6-FLUORO-1H-PYRROLO[2,3-B]PYRIDINE-4-CARBALDEHYDE FC=1C=C(C2=C(N1)NC=C2)C=O